C(C)(C)(C)OC(=O)N(CCC(=O)OCC)[C@H](CC#N)C (s)-ethyl 3-((tert-butoxycarbonyl)(1-cyanopropan-2-yl) amino)propanoate